O.[Na+].[Na+].N[C@@H](CC1=CC=C(C=C1)O)C(=O)[O-].N[C@@H](CC1=CC=C(C=C1)O)C(=O)[O-] tyrosine disodium salt hydrate